1-(4-(3,6-bis(2,6-dimethylphenyl)-9H-carbazol-9-yl)-2'-methyl-[1,1'-biphenyl]-2-yl)-3,6-bis(3,5-dimethylphenyl)-9H-carbazole CC1=C(C(=CC=C1)C)C=1C=CC=2N(C3=CC=C(C=C3C2C1)C1=C(C=CC=C1C)C)C1=CC(=C(C=C1)C1=C(C=CC=C1)C)C1=CC(=CC=2C3=CC(=CC=C3NC12)C1=CC(=CC(=C1)C)C)C1=CC(=CC(=C1)C)C